CC1=NN(C(=C1)C)CCN(CC[C@@H](C(=O)O)NC1=NC=NC=C1C1=CC=CC=C1)CCCCC1=NC=2NCCCC2C=C1 (S)-4-((2-(3,5-dimethyl-1H-pyrazol-1-yl)ethyl)(4-(5,6,7,8-tetrahydro-1,8-naphthyridin-2-yl)butyl)amino)-2-((5-phenylpyrimidin-4-yl)amino)butanoic acid